COC(=O)C=1C=C2CCN(C(C2=CC1)C)C1=CC(=C(C=C1)OC)C12CC3CC(CC(C1)C3)C2 methyl-2-(3-(adamantan-1-yl)-4-methoxyphenyl)-1,2,3,4-tetrahydroisoquinoline-6-carboxylic acid methyl ester